di-tert-butyl (S)-5-(2-(4-(5-chloro-2-(1H-tetrazol-1-yl) phenyl)-2,3-dioxopiperazin-1-yl)-3-(4-(3-(benzenesulfonyl) ureido) phenyl) propionamido)-1H-indole-1,2-dicarboxylate ClC=1C=CC(=C(C1)N1C(C(N(CC1)[C@H](C(=O)NC=1C=C2C=C(N(C2=CC1)C(=O)OC(C)(C)C)C(=O)OC(C)(C)C)CC1=CC=C(C=C1)NC(=O)NS(=O)(=O)C1=CC=CC=C1)=O)=O)N1N=NN=C1